NCC1CNCCO1 2-(aminomethyl)morpholine